(S)-3,4-dimethylpiperazine-1-carbonyl chloride C[C@H]1CN(CCN1C)C(=O)Cl